2-Isopropenyl-4,4,5,5-tetramethyl-2-oxazolin C(=C)(C)C=1OC(C(N1)(C)C)(C)C